N-(2-methoxypyridin-3-yl)-3-((2-(piperazin-1-yl)ethyl)imino)-5-(4-(trifluoromethoxy)phenyl)-3,5-dihydrophenazin-2-amine COC1=NC=CC=C1NC1=CC2=NC3=CC=CC=C3N(C2=CC1=NCCN1CCNCC1)C1=CC=C(C=C1)OC(F)(F)F